COC(=O)C1=CC2=C(N=C(S2)Br)C(=C1)C1CC1 2-bromo-4-cyclopropyl-1,3-benzothiazole-6-carboxylic acid methyl ester